3-[4-(piperidine-1-sulfonyl)phenyl]-1-{[6-(trifluoromethyl)pyridin-3-yl]methyl}urea N1(CCCCC1)S(=O)(=O)C1=CC=C(C=C1)NC(NCC=1C=NC(=CC1)C(F)(F)F)=O